3,9-bis[2-[3-(3-tertiary butyl-4-hydroxy-5-methylphenyl)-propionyloxy]-1,1-dimethyl-ethyl]-2,4,8,10-tetraoxaspiro[5.5]undecane C(C)(C)(C)C=1C=C(C=C(C1O)C)CCC(=O)OCC(C)(C)C1OCC2(CO1)COC(OC2)C(COC(CCC2=CC(=C(C(=C2)C)O)C(C)(C)C)=O)(C)C